6-(1-(4-fluorobenzyl)-1H-pyrazole-4-carbonyl)-8-(hydroxymethyl)-2,6-diazaspiro[3.4]octan FC1=CC=C(CN2N=CC(=C2)C(=O)N2CC3(CNC3)C(C2)CO)C=C1